methyl 2-bromo-4-[2-[2-(2-cyclopropylphenyl) pyrrolidin-1-yl]-7-azaspiro[3.5]nonan-7-yl]benzoate BrC1=C(C(=O)OC)C=CC(=C1)N1CCC2(CC(C2)N2C(CCC2)C2=C(C=CC=C2)C2CC2)CC1